C1(CC1)C(C(C(=O)NC1=CC=C(C=C1)C=1C(=NN(C1C)COCC[Si](C)(C)C)C)C=1NC(=CN1)C1=C(C=CC=C1)OC)C1CC1 3,3-dicyclopropyl-N-[4-[3,5-dimethyl-1-(2-trimethylsilylethoxymethyl)pyrazol-4-yl]phenyl]-2-[5-(2-methoxyphenyl)-1H-imidazol-2-yl]propanamide